C(C)(C)(C)N(C(O)=O)[C@@]1(CNCCC1)C.BrC=1C=C2C(N(C(=NC2=C(C1)C)C1=NC=CC(=C1)C)C)=O 6-bromo-3,8-dimethyl-2-(4-methyl-2-pyridinyl)quinazolin-4-one tert-butyl-(S)-(3-methylpiperidin-3-yl)carbamate